C[C@](N)(CC1=CNC2=CC=CC=C12)C(=O)O |r| α-methyl-DL-tryptophan